C1=CC=CC2=NC3=CC=CC=C3C(=C12)COCC=1C2=CC=CC=C2N=C2C=CC=CC12 1,3-bis(9-acridinyl)-2-oxapropane